(R)-4-((3-chloro-1-(4-fluoro-2-(1-((4-methoxybenzyl)oxy)ethyl)phenyl)-1H-pyrazol-5-yl)methyl)-1-(cyclopropylmethyl)-1H-1,2,3-triazole ClC1=NN(C(=C1)CC=1N=NN(C1)CC1CC1)C1=C(C=C(C=C1)F)[C@@H](C)OCC1=CC=C(C=C1)OC